C(C=1C(O)=CC=CC1)(=O)OCC(C)C iso-Butyl Salicylate